[(3S)-3-(2-methyl-1,3-thiazol-4-yl)-1,2-oxazolidin-2-yl]-[(8R)-5-[6-(2-methyl-1,2,4-triazol-3-yl)pyrimidin-4-yl]-5-azaspiro[2.5]octan-8-yl]methanone CC=1SC=C(N1)[C@H]1N(OCC1)C(=O)[C@@H]1CCN(CC12CC2)C2=NC=NC(=C2)C=2N(N=CN2)C